3,3',5,5'-tetracarboxybiphenyl-4,4'-diamine C(=O)(O)C=1C=C(C=C(C1N)C(=O)O)C1=CC(=C(C(=C1)C(=O)O)N)C(=O)O